NC=1C(NC2=C3C=CC=NC3=C(C=C2C1C1=C2C=NNC2=C(C=C1)F)C1C(C1)(F)F)=O 3-Amino-6-(2,2-difluorocyclopropyl)-4-(7-fluoro-1H-indazol-4-yl)-1H-1,7-phenanthrolin-2-one